N'-(tert-butyldimethylsilyl)-4-(2-hydroxypropan-2-yl)pyridine-2-sulfonimidamide [Si](C)(C)(C(C)(C)C)N=S(=O)(N)C1=NC=CC(=C1)C(C)(C)O